N-((S)-(4,4-difluorocyclohexyl)(5-(((S)-2-oxo-4-(trifluoromethyl)imidazolidin-1-yl)methyl)benzo[d]oxazol-2-yl)methyl)-2-(6-methoxypyridin-3-yl)acetamide FC1(CCC(CC1)[C@H](NC(CC=1C=NC(=CC1)OC)=O)C=1OC2=C(N1)C=C(C=C2)CN2C(N[C@@H](C2)C(F)(F)F)=O)F